C(#N)CNC(C1=C(C=C(C=C1)C1=NC(=NC=C1F)NC=1C=NN(C1)CC(F)(F)F)F)=O N-(cyanomethyl)-2-fluoro-4-(5-fluoro-2-((1-(2,2,2-trifluoroethyl)-1H-pyrazol-4-yl)amino)pyrimidin-4-yl)benzamide